NC1=CC=C(C=C1)C(C(=O)OCC)C1=CC=CC=C1 ethyl 2-(4-aminophenyl)-2-phenylacetate